ClC1=NC(=CC(=C1)C1=NN(C=C1C1=NN=CN1C)CC(C)C)Cl 2,6-dichloro-4-[4-(4-methyl-1,2,4-triazol-3-yl)-1-(2-methylpropyl)pyrazol-3-yl]pyridine